2,3,5,6-tetrafluorophenyl (R)-24-((((9H-fluoren-9-yl)methoxy)carbonyl)amino)-21-oxo-2,5,8,11,14,17-hexaoxa-20-azapentacosan-25-oate C1=CC=CC=2C3=CC=CC=C3C(C12)COC(=O)N[C@H](CCC(NCCOCCOCCOCCOCCOCCOC)=O)C(=O)OC1=C(C(=CC(=C1F)F)F)F